(R)-2-(2-fluorophenylsulfonamido)-3-(4-hydroxyphenyl)propanoic acid FC1=C(C=CC=C1)S(=O)(=O)N[C@@H](C(=O)O)CC1=CC=C(C=C1)O